9-(p-propoxyphenyl)acridine C(CC)OC1=CC=C(C=C1)C=1C2=CC=CC=C2N=C2C=CC=CC12